[O-]S(=O)(=O)C(F)(F)F.C(CCCCCCCCCCC)[N+]1(CCCCC1)CCCC 1-Dodecyl-1-butylpiperidinium triflat